C(C)(C)OC(CO[Al])OC(C)C diisopropoxyethoxyaluminum